(2s,3R,5R)-3-((e)-(2-(3-chloro-4,5-dihydroxybenzoyl)hydrazono)methyl)-3-methyl-7-oxo-4-thia-1-azabicyclo[3.2.0]heptane-2-carboxylic acid 4,4-dioxide ClC=1C=C(C(=O)N\N=C\[C@]2([C@@H](N3C(C[C@H]3S2(=O)=O)=O)C(=O)O)C)C=C(C1O)O